2-oxo-N-[6-(2,2,2-trifluoroethoxy)pyridin-3-yl]-1-[5-(2,2,2-trifluoroethoxy)pyrimidin-4-yl]-1,2-dihydropyridine-3-carboxamide O=C1N(C=CC=C1C(=O)NC=1C=NC(=CC1)OCC(F)(F)F)C1=NC=NC=C1OCC(F)(F)F